C(C)OC(CC(C)(O)C1(CC1)F)=O 3-(1-Fluorocyclopropyl)-3-hydroxy-butanoic acid ethyl ester